COC(CCN([C@H]1CNCC1)CCCCCC1=NC=2NCCCC2C=C1)(C)C (R)-N-(3-methoxy-3-methylbutyl)-N-(5-(5,6,7,8-tetrahydro-1,8-naphthyridin-2-yl)pentyl)pyrrolidin-3-amine